2-(2-((2-(5-((3-(dimethylcarbamoyl)phenyl)ethynyl)-1H-benzo[d]imidazol-2-yl)ethyl)amino)ethyl)-N-((3-fluoropyridin-2-yl)methyl)oxazole-4-carboxamide CN(C(=O)C=1C=C(C=CC1)C#CC1=CC2=C(NC(=N2)CCNCCC=2OC=C(N2)C(=O)NCC2=NC=CC=C2F)C=C1)C